C(C)(C)(C)OC(=O)N1CCN(CC1)C1=CC=C2C(=CC=NC2=C1)Cl.NCCNCCC[Si](OC)(OC)OC γ-(2-aminoethyl)aminopropyltrimethoxysilane tert-butyl-4-(4-chloroquinolin-7-yl)piperazine-1-carboxylate